2-(2-chlorophenyl)-N-{4-[3-(difluoromethyl)-1H-1,2,4-triazol-1-yl]-3-sulfamoylphenyl}acetamide ClC1=C(C=CC=C1)CC(=O)NC1=CC(=C(C=C1)N1N=C(N=C1)C(F)F)S(N)(=O)=O